S(=O)(=O)([O-])[O-].C(CCCCCCC\C=C/CCCCCCCC)C(C[N+](C)(CCO)CC(CCCCCCCC\C=C/CCCCCCCC)C(=O)O)C(=O)O.C(CCCCCCC\C=C/CCCCCCCC)C(C[N+](CC(CCCCCCCC\C=C/CCCCCCCC)C(=O)O)(CCO)C)C(=O)O di(oleyl-carboxyethyl)hydroxyethyl-methyl-ammonium sulfate